(S)-N-(7-amino-2-oxo-1-(pyridin-3-ylsulfanyl)hept-3-yl)-2-methoxy-2-methylpropanamide NCCCC[C@@H](C(CSC=1C=NC=CC1)=O)NC(C(C)(C)OC)=O